(S)-4-(2,6-difluorophenoxy)-N-(7-(3-hydroxy-3-methylbut-1-yn-1-yl)-5-methyl-4-oxo-2,3,4,5-tetrahydrobenzo[b][1,4]oxazepin-3-yl)picolinamide FC1=C(OC2=CC(=NC=C2)C(=O)N[C@@H]2C(N(C3=C(OC2)C=CC(=C3)C#CC(C)(C)O)C)=O)C(=CC=C1)F